(R)-2-((7-(but-2-yn-1-yl)-8-(3-((tert-butoxycarbonyl)amino)piperidin-1-yl)-3-methyl-2,6-dioxo-2,3,6,7-tetrahydro-1H-purin-1-yl)methyl)-6-fluoronicotinic acid C(C#CC)N1C(=NC=2N(C(N(C(C12)=O)CC1=C(C(=O)O)C=CC(=N1)F)=O)C)N1C[C@@H](CCC1)NC(=O)OC(C)(C)C